tert-butyl 4-aminobutanoate hydrochloride Cl.NCCCC(=O)OC(C)(C)C